C[Si](C=1C=C(C=CC1)C(=C)C1=CC=C(C=C1)[SiH](C)C)(OC(C)C)C 1-[3-(dimethylisopropoxysilyl)phenyl]-1-(4'-dimethylsilylphenyl)ethylene